isoxazolo[3,4-d]isothiazole S1N=CC=2C1=CON2